1-(1-(2-(1H-indol-3-yl)ethyl)-6,7-dimethoxy-3,4-dihydroisoquinoline-2(1H)-yl)-2-methoxyethane-1-one N1C=C(C2=CC=CC=C12)CCC1N(CCC2=CC(=C(C=C12)OC)OC)C(COC)=O